C(C)(C)[N+](C)(C)C isoPropyltrimethylammonium